Tert-butyl (1-ethyl-4-fluoro-7-methoxy-1H-indazol-6-yl)carbamate C(C)N1N=CC2=C(C=C(C(=C12)OC)NC(OC(C)(C)C)=O)F